methyl 4-amino-1-(4-(2,2,2-trifluoro-1-hydroxyethyl)phenyl)-2-oxo-7-(trifluoromethyl)-1,2-dihydroquinoline-3-carboxylate NC1=C(C(N(C2=CC(=CC=C12)C(F)(F)F)C1=CC=C(C=C1)C(C(F)(F)F)O)=O)C(=O)OC